((2-(2,6-dioxopiperidin-3-yl)-1-oxoisoindolin-5-yl)oxy)propanal O=C1NC(CCC1N1C(C2=CC=C(C=C2C1)OC(C=O)C)=O)=O